N-(3-(2'-fluoro-[1,1'-biphenyl]-4-yl)propyl)-1H-pyrazole-4-carboxamide FC1=C(C=CC=C1)C1=CC=C(C=C1)CCCNC(=O)C=1C=NNC1